N-methyl-N-(3-(6-(1-methyl-1H-pyrazol-4-yl)pyrazolo[1,5-a]pyrazin-4-yl)phenyl)acrylamide CN(C(C=C)=O)C1=CC(=CC=C1)C=1C=2N(C=C(N1)C=1C=NN(C1)C)N=CC2